acetoxy-4,4-difluoro-6α-ethyl-7α-hydroxy-5β-cholanic acid C(C)(=O)OC(C(=O)O)C[C@@H](C)[C@H]1CC[C@H]2[C@@H]3[C@@H]([C@@H]([C@@H]4C(CCC[C@]4(C)[C@H]3CC[C@]12C)(F)F)CC)O